3-(methacryloxy)hexyltris(trimethylsiloxy)silane C(C(=C)C)(=O)OC(CC[Si](O[Si](C)(C)C)(O[Si](C)(C)C)O[Si](C)(C)C)CCC